FC=1C=C(C2=C(OCCO2)C1)N 7-fluoro-2,3-dihydrobenzo[b][1,4]dioxin-5-amine